ClC1=NC2=C(C=CC=C2C(=C1)NCCC1=CC=C(C=C1)[N+](=O)[O-])OC 2-Chloro-8-methoxy-N-(4-nitrophenethyl)chinolin-4-amin